C1(CCC1)NC(=O)C(=O)O (CYCLOBUTYLCARBAMOYL)FORMIC ACID